3-chloro-7-(4-chlorophenyl)-5-(1-methyl-1H-pyrazol-4-yl)pyrido[3,4-b]pyrazine ClC1=CN=C2C(=N1)C(=NC(=C2)C2=CC=C(C=C2)Cl)C=2C=NN(C2)C